CC1(NC(C2=CC=C(C=C12)C1=CNC2=NC=C(C=C21)C=2C=NN1C2CN(CC1)C)=O)C 3,3-dimethyl-5-(5-(5-methyl-4,5,6,7-tetrahydropyrazolo[1,5-a]pyrazin-3-yl)-1H-pyrrolo[2,3-b]pyridin-3-yl)isoindolin-1-one